ClC=1C(=C(C(=O)N)C=CN1)[N+](=O)[O-] 2-chloro-3-nitroisonicotinic acid amide